COC1=NC=CC=C1C(=O)NC(C)C1=C(C=CC=C1)OC(F)(F)F methoxy-N-{1-[2-(trifluoromethoxy)phenyl]ethyl}pyridine-3-carboxamide